BrC=1C=NC=C(C1C)OC1CCC(CC1)C 3-bromo-4-methyl-5-(4-methylcyclohexoxy)pyridine